3-[(E)-3-(dimethylamino)prop-2-enoyl]azetidine-1-carboxylic acid tert-butyl ester C(C)(C)(C)OC(=O)N1CC(C1)C(\C=C\N(C)C)=O